C1(CC1)[C@H](C(C)(C)O)N1C(C2=C(C(=CC=C2C1)F)C1=CC(=C(C=C1)C=1OC(=NN1)C)F)=O (R)-2-(1-cyclopropyl-2-hydroxy-2-methylpropyl)-6-fluoro-7-(3-fluoro-4-(5-methyl-1,3,4-oxadiazol-2-yl)phenyl)isoindolin-1-one